bis[4-(dimethylmethoxysilyl)phenyl]ethylene C[Si](C1=CC=C(C=C1)C=CC1=CC=C(C=C1)[Si](C)(C)OC)(OC)C